7-(5-Chloro-2-(2-(5-cyano-2-methyl-6-(4-methylpiperazin-1-yl)-4-oxo-7-(trifluoromethyl)quinazolin-3(4H)-yl)ethoxy)phenyl)-5-ethylthieno[3,2-b]pyridine-3-carboxylic acid ClC=1C=CC(=C(C1)C1=C2C(=NC(=C1)CC)C(=CS2)C(=O)O)OCCN2C(=NC1=CC(=C(C(=C1C2=O)C#N)N2CCN(CC2)C)C(F)(F)F)C